(R)-4-(4-aminophenyl)-5-methyl-5,8-dihydropyrido[2,3-d]pyrimidin-7(6H)-one NC1=CC=C(C=C1)C=1C2=C(N=CN1)NC(C[C@H]2C)=O